CN1CCN(CC1)C1=CC=C(C=C1)NC=O (4-(4-methylpiperazin-1-yl)phenyl)formamide